N-(2-(((Cyclohexylmethyl)amino)methyl)quinolin-8-yl)-4-(trifluoromethyl)benzenesulfonamide C1(CCCCC1)CNCC1=NC2=C(C=CC=C2C=C1)NS(=O)(=O)C1=CC=C(C=C1)C(F)(F)F